5-chloro-3-(6-((3S,5R)-3,5-dimethylpiperazin-1-yl)-5-fluoropyridin-2-yl)pyrazolo[1,5-a]pyridine ClC1=CC=2N(C=C1)N=CC2C2=NC(=C(C=C2)F)N2C[C@@H](N[C@@H](C2)C)C